O[C@]1(C(C(CC1)(C)C)=O)C#CC1=CC(=CC=C1)B1OC(C(O1)(C)C)(C)C (S)-2-hydroxy-5,5-dimethyl-2-((3-(4,4,5,5-tetramethyl-1,3,2-dioxaborolan-2-yl)phenyl)ethynyl)cyclopentan-1-one